N-((3-fluoropyridin-2-yl)methyl)-2-vinyloxazole FC=1C(=NC=CC1)CN1C(OC=C1)C=C